dicatechol boron [B].C=1(O)C(O)=CC=CC1.C=1(O)C(O)=CC=CC1